N-benzyl-3-((((1,5-dimethyl-1H-pyrazol-3-yl)methyl)amino)methyl)-N-methylimidazo[1,2-a]pyridine-2-carboxamide C(C1=CC=CC=C1)N(C(=O)C=1N=C2N(C=CC=C2)C1CNCC1=NN(C(=C1)C)C)C